isopropyl 2-(4-bromophenoxy)-2-methylpropionate BrC1=CC=C(OC(C(=O)OC(C)C)(C)C)C=C1